OCCC(C1=CC=CC=C1)NC(=O)C=1NC2=C(C=C3C(=NNC3=C2)C2=CC=NC=C2)N1 N-(3-hydroxy-1-phenylpropyl)-3-(pyridin-4-yl)-1,7-dihydroimidazo[4,5-f]indazole-6-carboxamide